(6-(trifluoromethyl)pyridin-3-yl)but-2-yn-1-one FC(C1=CC=C(C=N1)C(C#CC)=O)(F)F